FC=1C=2N(C=C(C1)NC(=O)C=1C=CC(=C3C=CN=NC13)N1CC(CC1)NC)C=C(N2)C N-{8-fluoro-2-methylimidazo[1,2-a]pyridin-6-yl}-5-[3-(methylamino)pyrrolidin-1-yl]cinnoline-8-carboxamide